N-(4-((3-(2H-1,2,3-triazol-2-yl)phenyl)amino)-7-(3-(4-methylpiperazin-1-yl)propoxy)quinazolin-6-yl)acrylamide N=1N(N=CC1)C=1C=C(C=CC1)NC1=NC=NC2=CC(=C(C=C12)NC(C=C)=O)OCCCN1CCN(CC1)C